(S)-1-((S)-3-hydroxy-3-methylpiperidin-1-yl)propane O[C@@]1(CN(CCC1)CCC)C